1-benzyl-4-((2-(piperidin-4-yl)ethoxy)methyl)piperidine C(C1=CC=CC=C1)N1CCC(CC1)COCCC1CCNCC1